C(CCCCCCC\C=C/CCCCCCCC)(=O)OC(CN(C)C)C 1-(N,N-dimethylamino)-2-propanol oleate